BrC1=CC=C(C=C1)NC(CC(=O)OCC)=O ethyl 3-((4-bromophenyl) amino)-3-oxopropionate